NC(CCCCCC(=O)O)C(C)N 7,8-Diaminopelargonic acid